C(CCCCCCCC)(=O)OCC(O)CO monoglycerol monononanoate